[NH3+]C(C=O)CC ammoniobutanal